ClC1=CC(=NC=C1)N1N=C(C=C1)CC(=O)NC1=NN(C(=C1)C1CC1)C(=O)OC(C)(C)C tert-butyl 3-{2-[1-(4-chloropyridin-2-yl)pyrazol-3-yl]acetamido}-5-cyclopropylpyrazole-1-carboxylate